C(#N)C=1C=C2C=CC(N(C2=CC1)CC(=O)O)=O 2-(6-cyano-2-oxoquinolin-1(2H)-yl)acetic acid